1-(2-chloroquinazolin-4-yl)-2,3,4,5-tetrahydro-1H-benzo[b]azepine ClC1=NC2=CC=CC=C2C(=N1)N1C2=C(CCCC1)C=CC=C2